C(C)N(C1=CC2=CC=CC(=C2C=C1)OC1=C(C=C2C=CNC2=C1)\N=N\C1=CC=C(C=C1)[N+](=O)[O-])CC (E)-N,N-diethyl-5-((5-((4-nitrophenyl)diazenyl)indol-6-yl)oxy)naphthalen-2-amine